COC1=NC=CC=C1CNC1=NC(=NC=C1)NC=1C=NN(C1)C 4-[[(2-methoxy-pyridin-3-yl)methyl]amino]-2-[(1-methyl-1H-pyrazol-4-yl)amino]pyrimidin